C(#C)C1=C2C=CC=CC2=CC=C1F 5-ethynyl-6-fluoro-naphthalen